N-(5-((3-aminophenyl)(cyclopropylmethoxy)methyl)-2-fluorophenyl)-3-(trifluoromethyl)-1H-pyrazole-5-carboxamide NC=1C=C(C=CC1)C(C=1C=CC(=C(C1)NC(=O)C1=CC(=NN1)C(F)(F)F)F)OCC1CC1